O1C(=NC2=C1C=CC=C2)OC2=CC=C(C#N)C=C2 4-(benzo[d]oxazol-2-yloxy)benzonitrile